tert-Butyl (S)-(1-amino-3,3-dimethyl-1-oxobutan-2-yl)carbamate NC([C@H](C(C)(C)C)NC(OC(C)(C)C)=O)=O